3-(1-methylcyclopropyl)propan-1-ol CC1(CC1)CCCO